ClC1=CC(=C(C=C1)COC1=NC=2CN(CCC2C=C1OC)CC1=NC2=C(N1C[C@H]1OCC1)C=C(C=C2)C(=O)O)F 2-({2-[(4-Chloro-2-fluorophenyl)methoxy]-3-methoxy-5,6,7,8-tetrahydro-1,7-naphthyridin-7-yl}methyl)-1-{[(2S)-oxetan-2-yl]methyl}-1H-1,3-benzodiazole-6-carboxylic acid